C(C)(C)(C)OC(=O)N1CC2(CCC2)C[C@H]1[C@@H](C(=O)O)C1=CC=C(C=C1)Cl (S)-2-((S)-6-(tert-butoxycarbonyl)-6-azaspiro[3.4]octane-7-yl)-2-(4-chlorophenyl)acetic acid